BrC1=C(N=C(N1C=1C=C(C(=O)OC)C=CC1[N+](=O)[O-])C)C Methyl 3-(5-bromo-2,4-dimethyl-1H-imidazol-1-yl)-4-nitrobenzoate